C1(CCCC1)C1=NC2=NC=NC(=C2N1)C(=O)NCC1=CC(=CC(=C1)C=1C=NN(C1)C1=CC=C(C=C1)C(F)(F)F)F 8-Cyclopentyl-N-(3-fluoro-5-(1-(4-(trifluoromethyl)phenyl)-1H-pyrazol-4-yl)benzyl)-7H-purine-6-carBoxamide